NC1=NN=C(S1)NC(C1=CN=C(C=C1C1=C(C=CC=C1)OC)C)=O N-(5-amino-1,3,4-thiadiazol-2-yl)-4-(2-methoxyphenyl)-6-methylnicotinamide